7-Benzyl-3-benzyl-2,3,6,7,8,9-hexahydroimidazo[1,2-a]pyrido[3,4-e]pyrimidine C(C1=CC=CC=C1)N1CC=2C=NC3N(C2CC1)CCN3CC3=CC=CC=C3